C[C@@H]1N(CC[C@@H](C1)OCC=1OC(=NN1)C)CC(C(=O)N)C=1SC=CN1 [(2S,4S)-2-methyl-4-[(5-methyl-1,3,4-oxadiazol-2-yl)methoxy]-1-piperidyl-methyl]thiazol-2-yl-acetamide